N-[5-(2-fluoropropan-2-yl)pyridin-3-yl]-4-methyl-1,2,3,4-tetrahydroisoquinoline-7-carboxamide FC(C)(C)C=1C=C(C=NC1)NC(=O)C1=CC=C2C(CNCC2=C1)C